ClC1=NC=2N(C(=C1)NCC=1C=CC(=NC1)N(C)CC1CCN(CC1)C(=O)OC(C)(C)C)N=CC2CC tert-butyl 4-[[[5-[[(5-chloro-3-ethyl-pyrazolo[1,5-a]pyrimidin-7-yl)amino]methyl]-2-pyridyl]-methyl-amino]methyl]piperidine-1-carboxylate